C(CCC)N(C(O)=O)CCCC.CC1=CC=CC=C1 toluene di-n-butyl-carbamate